N-((1-((2-(3,5-dichlorophenyl)-6-((6-(3,3-dimethylpiperidin-1-yl)pyridin-3-yl)oxy)pyridin-4-yl)methyl)piperidin-4-yl)methyl)acetamide ClC=1C=C(C=C(C1)Cl)C1=NC(=CC(=C1)CN1CCC(CC1)CNC(C)=O)OC=1C=NC(=CC1)N1CC(CCC1)(C)C